di-tert-butyl 10-(methyl-d3)-8-oxo-10,11-dihydro-8H-[1,4]diazepino[5',6':4,5]thieno[3,2-f]quinoline-9,12-dicarboxylate C(C1N(C(C2=C(C=3C=4C=CC=NC4C=CC3S2)N(C1)C(=O)OC(C)(C)C)=O)C(=O)OC(C)(C)C)([2H])([2H])[2H]